4-(2-[(tert-butyldiphenylsilyl)oxy]ethylcyclohexyl)-6-methoxypyrazolo[1,5-a]pyridine-5-carboxylic acid [Si](C1=CC=CC=C1)(C1=CC=CC=C1)(C(C)(C)C)OCCC1(CCCCC1)C=1C=2N(C=C(C1C(=O)O)OC)N=CC2